ClC1=CC=C(C=C1)\C=C\C(=O)C1=C(C(=C(C=C1)OC)CN1CCOCC1)O 4-chloro-2'-hydroxy-4'-methoxy-3'-morpholinomethyl-chalcone